dimethylamino-1-(4-morpholinophenyl)butanone 4-(4-(1-(phenylcarbamoyl)cyclopropane-1-carboxamido)phenoxy)quinolin-7-yl-(1R,5S)-3,6-diazabicyclo[3.1.1]heptane-6-carboxylate C1(=CC=CC=C1)NC(=O)C1(CC1)C(=O)NC1=CC=C(OC2=CC=NC3=CC(=CC=C23)OC(=O)N2[C@@H]3CNC[C@H]2C3)C=C1.CN(C)C(C(CC)=O)C1=CC=C(C=C1)N1CCOCC1